NC1=NC(=NC(=C1F)C#C)C=1C(=C(C#N)C=CC1)C 3-(4-amino-6-ethynyl-5-fluoro-pyrimidin-2-yl)-2-methyl-benzonitrile